FC([C@@H]1C[C@@H](CC1)N1C(C2=CC=CC=C2C1=O)=O)(F)F |r| rac-2-((1R,3S)-3-(trifluoromethyl)cyclopentyl)isoindoline-1,3-dione